C(C=1C(C)=C(C)C(C)=CC1)(=O)O PREHNITYLIC ACID